N-(4-chloro-3-fluoro-7-(hydroxyimino)-8-oxo-5,6,7,8-tetrahydronaphth-1-yl)acetamide ClC1=C(C=C(C=2C(C(CCC12)=NO)=O)NC(C)=O)F